CC=1N=C2SC3=C(N2C1C(=O)OCC)C=CC=C3 ethyl 2-methylbenzo[d]imidazo[2,1-b]thiazole-3-carboxylate